3-(5-bromo-3-fluoro-2-pyridinyl)prop-2-yn-1-ol BrC=1C=C(C(=NC1)C#CCO)F